4,4-dicyano-3-phenyl-5-(3-bromophenyl)-pyrrolidine C(#N)C1(C(CNC1C1=CC(=CC=C1)Br)C1=CC=CC=C1)C#N